6-chloro-2-((5-chloro-1-(2,2-difluorocyclopropyl)-1H-pyrazol-4-yl)amino)quinazolin ClC=1C=C2C=NC(=NC2=CC1)NC=1C=NN(C1Cl)C1C(C1)(F)F